N-(3-((5-Chlorothiophen-2-yl)ethynyl)-1-methyl-1H-pyrrolo[2,3-b]pyridin-5-yl)acrylamide ClC1=CC=C(S1)C#CC1=CN(C2=NC=C(C=C21)NC(C=C)=O)C